(4-((6,7-dimethoxy-3-methyl-4-oxo-3,4-dihydro-phthalazin-1-yl)methyl)phenyl)(methyl)carbamic acid tert-butyl ester C(C)(C)(C)OC(N(C)C1=CC=C(C=C1)CC1=NN(C(C2=CC(=C(C=C12)OC)OC)=O)C)=O